[3-(5-tert-butyl-1,2,4-oxadiazol-3-yl)-1-bicyclo[1.1.1]pentanyl]-[6-(3-cyclopropyl-1,2,4-triazol-1-yl)-2-azaspiro[3.3]heptan-2-yl]methanone C(C)(C)(C)C1=NC(=NO1)C12CC(C1)(C2)C(=O)N2CC1(C2)CC(C1)N1N=C(N=C1)C1CC1